tert-Butyl (R)-2-((4-(2,4-dioxo-3-((2-(trimethylsilyl)ethoxy)methyl)tetrahydropyrimidin-1(2H)-yl)-1H-indol-1-yl)methyl)morpholine-4-carboxylate O=C1N(CCC(N1COCC[Si](C)(C)C)=O)C1=C2C=CN(C2=CC=C1)C[C@@H]1CN(CCO1)C(=O)OC(C)(C)C